C(CCC)OC(=O)N1C[C@@H](OCC1)C=O Butyl-(R)-2-formylmorpholine-4-carboxylate